C1(CCCC1)C1=CC(=NN1)NC=1C=2C(N=CC1)=NNC2C N-(5-cyclopentyl-1H-pyrazol-3-yl)-3-methyl-2H-pyrazolo[3,4-b]pyridin-4-amine